C1(CC1)C=1C(=NN2C1C(NC(=C2)C2=CC(=C(C=C2)C(F)(F)F)C)=O)C(=O)N[C@H](C(C)(C)O)C2=CC=C(C=C2)F 3-Cyclopropyl-N-[(1S)-1-(4-fluorophenyl)-2-hydroxy-2-methylpropyl]-6-[3-methyl-4-(trifluoromethyl)phenyl]-4-oxo-4,5-dihydropyrazolo[1,5-a]pyrazine-2-carboxamide